C(C1=CC=CC=C1)N1C(C(CC1C)C1=CC(=C(C=C1)C)F)=O 1-benzyl-3-(3-fluoro-4-methylphenyl)-5-methylpyrrolidin-2-one